Cl.BrCCCC[C@H](N)B1O[C@@]2([C@H](O1)C[C@H]1C([C@@H]2C1)(C)C)C (R)-5-bromo-1-((3aS,4S,6S,7aR)-3a,5,5-trimethylhexahydro-4,6-methanobenzo[d][1,3,2]dioxaborol-2-yl)pentan-1-amine hydrochloride